C1(=CC=C(C=C1)CC1=C(SC=C1)C(=O)NC1CC2(CC(C2)C(=O)OC)C1)C1=CC=CC=C1 methyl 6-(3-([1,1'-biphenyl]-4-ylmethyl)thiophene-2-carboxamido)spiro[3.3]heptane-2-carboxylate